O=C1NC(CCC1N1C(C2=CC=C(C=C2C1=O)S)=O)=O 2-(2,6-dioxopiperidin-3-yl)-5-mercaptoisoindoline-1,3-dione